C(N)(=O)C=1C(=NN2C1N=CC=C2C(=O)O)C 3-carbamoyl-2-methyl-pyrazolo[1,5-a]pyrimidine-7-carboxylic acid